methoxycarbonyl-methylenetriphenyl-phosphorane COC(=O)C=P(C1=CC=CC=C1)(C1=CC=CC=C1)C1=CC=CC=C1